4-benzyl 1-tert-butyl (2R)-2-(hydroxymethyl)piperazine-1,4-dicarboxylate OC[C@@H]1N(CCN(C1)C(=O)OCC1=CC=CC=C1)C(=O)OC(C)(C)C